BrC=1C=C2C(C=C(OC2=C(C1)CNC1=CC(=CC(=C1)F)F)N1CCOCC1)=O 6-bromo-8-[(3,5-difluoroanilino)methyl]-2-morpholino-chromen-4-one